2-[3-(5-chloro-2,4-difluoro-phenyl)-1H-pyrazol-4-yl]-7-(4,5,6,7-tetrahydropyrazolo[1,5-a]pyrazin-3-yl)-1,5-naphthyridine ClC=1C(=CC(=C(C1)C1=NNC=C1C1=NC2=CC(=CN=C2C=C1)C=1C=NN2C1CNCC2)F)F